2Z-hydroxyacetophenone OCC(=O)C1=CC=CC=C1